CP(C1=CC=C(C=C1)NC1=CN=C2C(=N1)N(N=N2)CC=2C=C1C=CC=NC1=CC2)(C)=O Dimethyl(4-((1-(quinolin-6-ylmethyl)-1H-[1,2,3]triazolo[4,5-b]pyrazin-6-yl)amino)phenyl)phosphine Oxide